ClC=1SC(=CN1)CN(C1=NC(=CC=C1[N+](=O)[O-])OC)[C@H](CO)C (S)-N-((2-chlorothiazol-5-yl)methyl)-N-(1-hydroxypropan-2-yl)-6-methoxy-3-nitropyridin-2-amine